P(O)(O)O.C(C)(C)(C)C=1C=C(C=NC1)C=1C=NC=C(C1)C(C)(C)C.C(C)(C)(C)C=1C=C(C=NC1)C=1C=NC=C(C1)C(C)(C)C.C(C)(C)(C)C=1C=C(C=NC1)C=1C=NC=C(C1)C(C)(C)C tris(5,5'-di-tert-butyl-3,3'-bipyridyl) phosphite